Cl.C[C@@H]1N(C[C@H](NC1)C)C=1C2=C(N=CN1)N(CC21CC1)C=1C=C(C#N)C=CN1 2-(4'-((2S,5R)-2,5-dimethylpiperazin-1-yl)spiro[cyclopropane-1,5'-pyrrolo[2,3-d]pyrimidin]-7'(6'H)-yl)isonicotinonitrile hydrochloride